6-(3-fluorobenzyl)-4-hydroxypyridazine-3(2H)-one FC=1C=C(CC=2C=C(C(NN2)=O)O)C=CC1